C(C(C)C)C1=NN(C(=C1O)CC)CC 3-isobutyl-1,5-diethyl-4-hydroxy-pyrazole